tert-butyl 2'-[(trifluoromethanesulfonyl)oxy]-5',6'-dihydrospiro[piperidine-4,4'-pyrrolo[1,2-b]pyrazole]-1-carboxylate FC(S(=O)(=O)OC=1C=C2N(N1)CCC21CCN(CC1)C(=O)OC(C)(C)C)(F)F